benzyl-4-chlorophenol C(C1=CC=CC=C1)C1=C(C=CC(=C1)Cl)O